(2S,3R,4S,6S)-2-methyl-6-((4-methyl-2-oxo-2H-chromen-7-yl)oxy)tetrahydro-2H-pyran-3,4-diyl diacetate C(C)(=O)O[C@@H]1[C@@H](O[C@H](C[C@@H]1OC(C)=O)OC1=CC=C2C(=CC(OC2=C1)=O)C)C